C(C(=O)C)N1N=C(C(=N1)[N+](=O)[O-])[N+](=O)[O-] 2-acetonyl-4,5-dinitro-1,2,3-triazole